6-Azacyclodeca[5,4-b]Indol-1-Amine C=1(C=2C3=C(NC2C=CC1)N=CC=CC=CC=C3)N